(2S)-4-((tert-Butoxycarbonyl)amino)-1,6-dimethylpiperidine-2-carboxylic acid sodium salt [Na+].C(C)(C)(C)OC(=O)NC1C[C@H](N(C(C1)C)C)C(=O)[O-]